4-(benzyloxymethyl)-5-(2-chlorophenyl)-2,2-dimethyl-1,3-dioxolane C(C1=CC=CC=C1)OCC1OC(OC1C1=C(C=CC=C1)Cl)(C)C